N-(trans-4-hydroxycyclohexyl)-4-(1H-pyrrolo[3,2-c]pyridin-4-yl)benzamide O[C@@H]1CC[C@H](CC1)NC(C1=CC=C(C=C1)C1=NC=CC2=C1C=CN2)=O